FC=1C=C(CN(C[C@H](O)C2OCC(CO2)N2C(C3=CC=CC=C3C2=O)=O)C2=CC=C(C=C2)S(=O)(=O)C)C=CC1OC 2-((2r,5S)-2-((S)-2-((3-fluoro-4-methoxybenzyl)(4-(methylsulfonyl)phenyl)amino)-1-hydroxyethyl)-1,3-dioxan-5-yl)isoindoline-1,3-dione